CCCCCCCCCCCCCCCCCCCCCC(=O)O[C@H](COC(=O)CCCCCCC/C=C\C/C=C\C/C=C\CC)COP(=O)([O-])OCC[N+](C)(C)C 1-(9Z,12Z,15Z-octadecatrienoyl)-2-docosanoyl-glycero-3-phosphocholine